N-(3-CHLORO-4-(DIMETHYLCARBAMOYL)PHENYL)-4-CYCLOPROPYL-3-PHENYLISOTHIAZOLE-5-CARBOXAMIDE ClC=1C=C(C=CC1C(N(C)C)=O)NC(=O)C1=C(C(=NS1)C1=CC=CC=C1)C1CC1